methyl-vinylimidazolinium methyl-sulfate COS(=O)(=O)[O-].C[N+]1(C=NCC1)C=C